rac-4-(4-chlorophenyl)-N-{(1R,6S)-2,2-difluoro-6-[4-(propan-2-yl)piperazin-1-yl]cyclohexyl}-4-hydroxypiperidine-1-carboxamide ClC1=CC=C(C=C1)C1(CCN(CC1)C(=O)N[C@H]1C(CCC[C@@H]1N1CCN(CC1)C(C)C)(F)F)O |r|